C[C@@H](CC(C)=O)NC(OC(C)(C)C)=O tert-butyl N-[(1S)-1-methyl-3-oxo-butyl]carbamate